N-ethyl-N'-(4-(((3-methoxyphenyl)(methyl)(oxo)-λ6-sulfanylidene)amino)-2,5-dimethylphenyl)-N-methylformimidamide C(C)N(C=NC1=C(C=C(C(=C1)C)N=S(=O)(C)C1=CC(=CC=C1)OC)C)C